FC1(S(=O)(=O)OCOS1(=O)=O)F methylene difluoromethanedisulfonate